(2S)-8-(1-(tert-butoxycarbonyl) piperidin-4-yl)-2,3-dimethyl-4,7-dioxo-11,14-dioxa-3,8-diazaheptadecanedioate C(C)(C)(C)OC(=O)N1CCC(CC1)N(C(CCC(N([C@H](C(=O)[O-])C)C)=O)=O)CCOCCOCCC(=O)[O-]